5-(furan-2-ylthio)-2-nitroaniline O1C(=CC=C1)SC=1C=CC(=C(N)C1)[N+](=O)[O-]